ClC1=C(C(=O)OCC([C@H](C[C@H]2C(NCC2)=O)NC([C@@H](NC(=O)C=2NC3=CC=CC(=C3C2)OC)CC(C)C)=O)=O)C=CC=C1 (3S)-3-({N-[(4-methoxy-1H-indol-2-yl) carbonyl]-L-leucyl}amino)-2-oxo-4-[(3S)-2-oxopyrrolidin-3-yl]butyl 2-chlorobenzoate